1-(4,5-Diallyloxy-2-nitrophenyl)ethanone tert-butyl-9-(3-amino-6-chloro-pyridazin-4-yl)-3,9-diazaspiro[5.5]undecane-3-carboxylate C(C)(C)(C)OC(=O)N1CCC2(CC1)CCN(CC2)C2=C(N=NC(=C2)Cl)N.C(C=C)OC2=CC(=C(C=C2OCC=C)C(C)=O)[N+](=O)[O-]